(3R)-p-methylsulfonyl-phenyl-serine ethyl ester C(C)OC([C@@H](NC1=CC=C(C=C1)S(=O)(=O)C)CO)=O